3-(3-Chloro-4-fluorophenyl)-1-(8-chloro-6-oxo-1,4,5,6-tetrahydro-2H-pyrano[3,4-c]isoquinolin-1-yl)-1-ethylurea ClC=1C=C(C=CC1F)NC(N(CC)C1COCC=2NC(C=3C=C(C=CC3C21)Cl)=O)=O